methyl (7S)-2-benzyl-7-methyl-3-[(trans)-4-(1H-1,2,3,4-tetrazol-5-yl)cyclohexyl]-3H,6H,7H,8H,9H-imidazo[4,5-f]quinoline-6-carboxylate C(C1=CC=CC=C1)C=1N(C=2C(=C3CC[C@@H](N(C3=CC2)C(=O)OC)C)N1)[C@@H]1CC[C@H](CC1)C1=NN=NN1